ClC1=CC=C(C=C1)C1SCCCS1 4-chlorophenyl-1,3-dithiane